5-(2-(4-(4-(1-(2-(2,6-dioxopiperidin-3-yl)-1,3-dioxoisoindolin-5-yl)piperidin-4-yl)piperazine-1-carbonyl)phenyl)-2,8-diazaspiro[4.5]decan-8-yl)-3-(trifluoromethyl)picolinonitrile O=C1NC(CCC1N1C(C2=CC=C(C=C2C1=O)N1CCC(CC1)N1CCN(CC1)C(=O)C1=CC=C(C=C1)N1CC2(CC1)CCN(CC2)C=2C=C(C(=NC2)C#N)C(F)(F)F)=O)=O